8-amino-5,5-dimethyl-1-(tetrahydro-2H-pyran-2-yl)-4,5-dihydro-1H-pyrazolo[4,3-H]quinazoline-3-carboxylic acid ethyl ester C(C)OC(=O)C1=NN(C2=C1CC(C=1C=NC(=NC21)N)(C)C)C2OCCCC2